FC1=CC(=C(C=C1)C=1CCCC2=C(C1C1=C(C=C(C=C1)CC1CN(C1)CCCF)F)C=CC=C2)C 8-(4-Fluoro-2-methylphenyl)-9-(2-fluoro-4-((1-(3-fluoropropyl)azetidin-3-yl)methyl)phenyl)-6,7-dihydro-5H-benzo[7]annulen